C1(=CC=CC=C1)C(C(CN1CCCC1)NC(CCCCCCCCC)=O)O 1-phenyl-2-decanoylamino-3-pyrrolidino-1-propanol